CO[C@H]1[C@H](CNCC1)C=1C(=NC=CC1)C(=O)N ((3S,4R)-4-methoxypiperidin-3-yl)picolinamide